CC1=CC=CC(=N1)C1=C(N=CN1)C=1C=C2C=C(C=NC2=CC1)C1=CC(=CS1)C(=O)O[C@H]1CNCC1 [(3R)-pyrrolidin-3-yl] 5-[6-[5-(6-methyl-2-pyridyl)-1H-imidazol-4-yl]-3-quinolyl]thiophene-3-carboxylate